phenyl-(2,4,6-trimethylbenzoyl)lithium phosphonate P(O)(O)=O.C1(=CC=CC=C1)C=1C(=C(C(=O)[Li])C(=CC1C)C)C